C1(=CC=CC=C1)C1C(C2=CC=CC=C2C1)(C(=O)O)C(=O)O phenylindandicarboxylic acid